(S)-1-ethyl-N-(3-(1-((2-ethyl-2H-pyrazolo[3,4-b]pyrazin-6-yl)amino)ethyl)phenyl)-1H-pyrazole-4-carboxamide C(C)N1N=CC(=C1)C(=O)NC1=CC(=CC=C1)[C@H](C)NC=1C=NC=2C(N1)=NN(C2)CC